NCC1(CC1)COC1=NC=CC(=C1C1=CC(=NN1)NC=1N=CC(=NC1)C#N)OC 5-{[5-(2-{[1-(Aminomethyl)cyclopropyl]methoxy}-4-methoxypyridin-3-yl)-1H-pyrazole-3-yl]amino}pyrazine-2-carbonitrile